FC1=CC2=C(C3=C(N(S2(=O)=O)CC(=O)OCC)C=CC(=C3)C(F)(F)F)C=C1 Ethyl [3-fluoro-5,5-dioxido-9-(trifluoromethyl)-6H-dibenzo[c,e][1,2]thiazin-6-yl]acetate